methyl 3-((1H-indole-3-carboxamido)methyl)-5-benzyl-4,5-dihydroisoxazole-5-carboxylate N1C=C(C2=CC=CC=C12)C(=O)NCC1=NOC(C1)(C(=O)OC)CC1=CC=CC=C1